4-[4-(1,3-benzoxazol-2-yl)piperidin-1-yl]-7-chloro-1-methyl-2-oxo-1,2-dihydroquinoline-3-carbonitrile O1C(=NC2=C1C=CC=C2)C2CCN(CC2)C2=C(C(N(C1=CC(=CC=C21)Cl)C)=O)C#N